C12NC3CC(NC(C1)C3)C2 2,6-diazaadamantane